CC1[C@@]23C(C(C1C)C(C)=NO)C[C@@H](CC2)C3 |r| (1RS,7RS)-2,3-dimethyltricyclo[5.2.1.01,5]dec-4-yl-ethanone oxime